C(#N)[C@H]1N(CC(C1)(F)F)C(=O)[C@@H]1C[C@H](C(N1)=O)CC(=O)N1CC(CC1)C(=O)NCCOCCOCCC(=O)N[C@@H](CC1=CC=C(C=C1)O)C(=O)OC(C)(C)C tert-butyl (3-(2-(2-(1-(2-((3S,5S)-5-((S)-2-cyano-4,4-difluoropyrrolidine-1-carbonyl)-2-oxopyrrolidin-3-yl)acetyl)pyrrolidine-3-carboxamido)ethoxy)ethoxy)propanoyl)-L-tyrosinate